2-(m-tolyl)benzo[d]imidazo[2,1-b]thiazol-7-aminium chloride [Cl-].C1(=CC(=CC=C1)C=1N=C2SC3=C(N2C1)C=CC(=C3)[NH3+])C